(Z)-2-amino-2-(2-(2-phenylacetyl)hydrazono)acetic acid ethyl ester C(C)OC(/C(=N/NC(CC1=CC=CC=C1)=O)/N)=O